4-(1-carbamimidoyl-2,5-dihydro-1H-pyrrol-3-yl)-N-[4-(2-guanidino-ethyl)-phenyl]-benzamide C(N)(=N)N1CC(=CC1)C1=CC=C(C(=O)NC2=CC=C(C=C2)CCNC(=N)N)C=C1